N-hydroxypyrazine-2-carbimidoyl chloride ON=C(C1=NC=CN=C1)Cl